FC(N1CCN(CC1)CC1=C2C(N(C(C2=CC=C1)=O)C1C(NC(CC1)=O)=O)=O)F 4-((4-(difluoromethyl)piperazin-1-yl)methyl)-2-(2,6-dioxopiperidin-3-yl)isoindoline-1,3-dione